5-CYCLOPROPOXY-6-FORMYL-N-METHYLNICOTINAMIDE C1(CC1)OC=1C(=NC=C(C(=O)NC)C1)C=O